C(O[C@@H](C)C1=CC=C(C=C1)CO)([2H])([2H])[2H] (S)-(4-(1-(methoxy-d3)ethyl)phenyl)methanol